1-({3,4-difluoro-2-[(2-fluoro-4-iodophenyl)amino]Phenyl}carbonyl)-3-[(1,3,5-triazin-2-ylamino)methyl]Azetidin-3-ol acetate salt C(C)(=O)O.FC=1C(=C(C=CC1F)C(=O)N1CC(C1)(O)CNC1=NC=NC=N1)NC1=C(C=C(C=C1)I)F